C(CC(C)C)C=CC(C(=O)N)=C isopentylvinylacrylamide